1-[6-(amidinoamino)hexyl]-5-(4-chlorophenyl)biguanide C(N)(=N)NCCCCCCNC(=N)NC(=N)NC1=CC=C(C=C1)Cl